ClC=1C=CC=C2C(C3=C(C(N(CC3)C3=CC=C(C#N)C=C3)=O)OC12)=O 4-(9-chloro-1,5-dioxo-1,3,4,5-tetrahydro-2H-chromeno[2,3-c]pyridin-2-yl)benzonitrile